NC1=NC(=C2N=CN(C2=N1)[C@H]1[C@](O)([C@H](O)[C@H](O1)CO)C)OC 2-amino-6-methoxy-9-(2'-C-methyl-β-D-ribofuranosyl)purine